CN1C=NC=C1C(=O)NC1=C(C=CC(=C1)C(NC1=CC(=C(C(=C1)OC)OC)OC)=O)C 1-Methyl-N-{2-methyl-5-[(3,4,5-trimethoxyphenyl)carbamoyl]phenyl}-1H-imidazole-5-carboxamide